7-(3-chlorobenzyl)-4-benzyl-6,7,8,9-tetrahydroimidazo[1,2-a]pyrido[3,4-e]pyrimidine-5(4H)-one ClC=1C=C(CN2CC=3C(N(C=4N(C3CC2)C=CN4)CC4=CC=CC=C4)=O)C=CC1